tert-butyl 2-(3-fluoro-4-methoxyphenyl)-6,7-dihydropyrazolo[1,5-a]pyrazine-5(4H)-carboxylate FC=1C=C(C=CC1OC)C1=NN2C(CN(CC2)C(=O)OC(C)(C)C)=C1